ClC1=C(OC=2C3=C(N=C(N2)NCC2=CC=C(C=C2)OC)CN(CC3)C(=O)OC(C)(C)C)C=CC(=C1)F Tert-Butyl 4-(2-chloro-4-fluorophenoxy)-2-[[(4-methoxyphenyl)methyl] amino]-5H,6H,7H,8H-pyrido[3,4-d]pyrimidine-7-carboxylate